C(C)(C)(C)[Si](C1=CC=CC=C1)(C1=CC=CC=C1)Cl tert-butyl(chloro)-diphenylsilane